C12C3C(C(C=C1)O2)C(=O)OC3=O 7-oxabicyclo[2.2.1]hept-5-ene-2,3-dicarboxylic anhydride